(3-aminoazetidin-1-yl)-[2-chloro-4-[[3-[3-(trifluoromethyl)-1H-pyrazol-4-yl]imidazo[1,2-a]pyrazin-8-yl]amino]phenyl]methanone NC1CN(C1)C(=O)C1=C(C=C(C=C1)NC=1C=2N(C=CN1)C(=CN2)C=2C(=NNC2)C(F)(F)F)Cl